C(C1=CC=CC=C1)OC1=CC(=C(C=C1OC)/C=C/C(=O)O[C@@H]1[C@@]2(CC[C@H](C1)C2(C)C)C)Br (1R,2S,4R)-1,7,7-trimethylbicyclo[2.2.1]heptan-2-yl (E)-3-(4-benzyloxy-2-bromo-5-methoxyphenyl)acrylate